N1C(=NC2=C1C=CC=C2)CN2N=NC(=C2)C2=CC(=NC(=N2)N)C=2C(=C(C#N)C=CC2)C 3-(6-(1-((1H-benzo[d]imidazol-2-yl)methyl)-1H-1,2,3-triazol-4-yl)-2-aminopyrimidin-4-yl)-2-methylbenzonitrile